1-imidazo[1,2-a]pyridin-2-yl-3-(4-phenylbutyl)-4-prop-2-enoyl-piperazin-2-one N=1C(=CN2C1C=CC=C2)N2C(C(N(CC2)C(C=C)=O)CCCCC2=CC=CC=C2)=O